C(C)(C)(C)C1=CC=C(C=C1)CS (4-(tert-butyl)phenyl)methyl mercaptan